2-(4-methoxycyclohexen-1-yl)-4,4,5,5-tetramethyl-1,3,2-dioxaborolane COC1CC=C(CC1)B1OC(C(O1)(C)C)(C)C